BrC=1C=C(C=C2C=NN(C12)COCC[Si](C)(C)C)SCC(C)(C)C 2-[[7-bromo-5-(2,2-dimethylpropylsulfanyl)indazol-1-yl]methoxy]ethyl-trimethyl-silane